P(=O)(OCC(=O)N(C)CC1=C(C=CC(=C1)NC([C@H](C)NC([C@H](C)NC(CN=[N+]=[N-])=O)=O)=O)COC(=O)OC1=CC=C(C=C1)[N+](=O)[O-])(OCC[N+](C)(C)C)[O-] 2-((5-((S)-2-((S)-2-(2-azidoacetamido)propanamido)propanamido)-2-((((4-nitrophenoxy)carbonyl)oxy) methyl)benzyl)(methyl)amino)-2-oxoethyl (2-(trimethylammonio)ethyl) phosphate